OCCCO[C@@H]1CC[C@H](CC1)C(=O)N(C1=CC(=CC=C1)C1=CN=C(S1)OC)C[C@@H]1CC[C@H](CC1)C1=CC(=C(C=C1)OC)C trans-4-(3-Hydroxypropoxy)-N-((trans-4-(4-methoxy-3-methylphenyl)cyclohexyl)methyl)-N-(3-(2-methoxythiazol-5-yl)phenyl)cyclohexanecarboxamide